Cl.Cl.N[C@H](CC1=C(C=2N=C(N=C(C2S1)NCC=1OC=CC1)C)C)C 6-[(2S)-2-Aminopropyl]-N-(2-furylmethyl)-2,7-dimethyl-thieno[3,2-d]pyrimidin-4-amine dihydrochloride